6'-(azetidin-1-yl)-4-(3-chloroanilino)-2'-[(2R)-2-methyl-3-{[(5R)-5-methyl-5,6,7,8-tetrahydroquinolin-4-yl]oxy}propyl]-2',3'-dihydrospiro[cyclohexane-1,1'-indene]-4-carboxylic acid N1(CCC1)C1=CC=C2CC(C3(C2=C1)CCC(CC3)(C(=O)O)NC3=CC(=CC=C3)Cl)C[C@H](COC3=CC=NC=1CCC[C@H](C31)C)C